COC1=CC(=NC=C1)C=1N=C(C2=C(N1)CCC2)N(CC(=O)NC=2C=NC=NC2)C 2-{[2-(4-methoxypyridin-2-yl)-5H,6H,7H-cyclopenta[d]pyrimidin-4-yl](methyl)amino}-N-(pyrimidin-5-yl)acetamide